C1(=CC=CC=C1)C1C(C1)C(=O)N 2-phenylcyclopropane-1-carboxamide